RAC-(3R)-3-(2,3-DIFLUORO-4-{4-[(6-{1-[6-(2-HYDROXYPHENYL)PYRIDAZIN-4-YL]-4-PHENYLPIPERIDINE-4-CARBONYL}-2,6-DIAZASPIRO[3.3]HEPTAN-2-YL)METHYL]PIPERIDIN-1-YL}PHENYL)PIPERIDINE-2,6-DIONE FC1=C(C=CC(=C1F)N1CCC(CC1)CN1CC2(C1)CN(C2)C(=O)C2(CCN(CC2)C2=CN=NC(=C2)C2=C(C=CC=C2)O)C2=CC=CC=C2)[C@@H]2C(NC(CC2)=O)=O |r|